BrC1=C(C(=CC(=C1)F)C(F)(F)F)CN (2-bromo-4-fluoro-6-(trifluoromethyl)phenyl)methylamine